CC(C(=O)O)(CCN1N=NC(=C1)C=1C=NC(=NC1)S(=O)(=O)C)C 2,2-dimethyl-4-(4-(2-(methylsulfonyl)pyrimidin-5-yl)-1H-1,2,3-triazol-1-yl)butanoic acid